Cl.CC1=NN=C(S1)CCN 2-(5-methyl-1,3,4-thiadiazol-2-yl)ethan-1-amine hydrochloride